2-((3-((Dimethylamino)methyl)-4-(tetrahydrofuran-3-yl)phenyl)amino)-8-(4-methylpyridin-3-yl)quinazoline CN(C)CC=1C=C(C=CC1C1COCC1)NC1=NC2=C(C=CC=C2C=N1)C=1C=NC=CC1C